C12C(CC1)C(=O)OC2=O 1,2-cyclobutanedicarboxylic anhydride